(1R,5R,6R)-3-(8-fluoro-2-(((2R,7aS)-2-fluorotetrahydro-1H-pyrrolizin-7a(5H)-yl)methoxy)-7-(3-hydroxy-6-methylnaphthalen-1-yl)pyrido[4,3-d]pyrimidin-4-yl)-3-azabicyclo[3.2.1]octan-6-ol FC1=C(N=CC2=C1N=C(N=C2N2C[C@H]1C[C@H]([C@@H](C2)C1)O)OC[C@]12CCCN2C[C@@H](C1)F)C1=CC(=CC2=CC(=CC=C12)C)O